2-(((7-hydroxy-4-methyl-2-oxo-2H-chromen-8-yl)methyl)amino)-5,5-dimethylhexanoic acid OC1=CC=C2C(=CC(OC2=C1CNC(C(=O)O)CCC(C)(C)C)=O)C